FC([C@@H](C1=CC=C(C=C1)F)NS(=O)(=O)C1=CC=2N(C=C1)N=NC2)(F)F (R)-N-(2,2,2-trifluoro-1-(4-fluorophenyl)ethyl)-[1,2,3]triazolo[1,5-a]pyridine-5-sulfonamide